2-cyclohexyl-5-(2-chlorostyryl)-1,3-benzenediol C1(CCCCC1)C1=C(C=C(C=C1O)C=CC1=C(C=CC=C1)Cl)O